NC1=C(C=C(C=C1)N1CCC(CC1)N1CCN(CC1)C(=O)OC(C)(C)C)OC Tert-Butyl 4-(1-(4-amino-3-methoxyphenyl)piperidin-4-yl)piperazine-1-carboxylate